N-(2-Chloro-6-(octahydroisochinolin-2(1H)-yl)pyridin-4-yl)-5-(2-(methylsulfonyl)propan-2-yl)benzo[b]thiophen-2-carboxamid ClC1=NC(=CC(=C1)NC(=O)C1=CC2=C(S1)C=CC(=C2)C(C)(C)S(=O)(=O)C)N2CC1CCCCC1CC2